C(CCCCC)N1C(N(C(C1=O)=CC1=CC=C(C=C1)N1CCOCC1)C)=[Se] 3-hexyl-1-methyl-5-(4-morpholinobenzylidene)-2-selenoxoimidazolidin-4-one